C(C1=CC=CC=C1)(=O)OOC(C)(C)CC tert-Amyl peroxy-benzoate